methyl 4-(3,5-dichloro-4-(2-fluoro-4-hydroxy-3-isopropylbenzyl)phenoxy)butanoate ClC=1C=C(OCCCC(=O)OC)C=C(C1CC1=C(C(=C(C=C1)O)C(C)C)F)Cl